ClC=1C(=C(C=CC1)C[C@@H]1N(CC([C@@H]1NS(=O)(=O)C)(F)F)C(C(C)(C)O)=O)F N-[(2S,3R)-2-[(3-chloro-2-fluorophenyl)methyl]-4,4-difluoro-1-(2-hydroxy-2-methylpropanoyl)pyrrolidin-3-yl]methanesulfonamide